FC1=CC=2CCC=3N(C2N=C1)C(=C(N3)C3CCN(CC3)C(=O)OC(C)(C)C)F tert-butyl 4-(3,9-difluoro-5,6-dihydroimidazo[1,2-a][1,8]naphthyridin-8-yl)piperidine-1-carboxylate